1-(3-bromopyridin-4-yl)pent-4-en-1-amine BrC=1C=NC=CC1C(CCC=C)N